7-((3,4-difluoro-benzyl)oxy)-1H-spiro[imidazo[1,2-c]pyrimidine-2,3'-oxetan]-5(3H)-one FC=1C=C(COC=2C=C3N(C(N2)=O)CC2(COC2)N3)C=CC1F